COC=1C=NC(=NC1)N1N=C(C(=C1)C1=CN=C(N1C)C(=O)N)C(F)(F)F 5-[1-(5-methoxypyrimidin-2-yl)-3-(trifluoromethyl)pyrazol-4-yl]-1-methyl-imidazole-2-carboxamide